2-[3,5-difluoro-4-(2-trimethylsilylethoxymethoxy)phenyl]-6-fluoro-7,8-dihydro-6H-quinolin-5-one FC=1C=C(C=C(C1OCOCC[Si](C)(C)C)F)C1=NC=2CCC(C(C2C=C1)=O)F